C(C)C1=C(C(=CC=C1)CC)N1C(=NC(C(=C1O)CC1=CC(=C(C=C1)C=1C(=CC(=CC1)F)C(=O)N)F)=O)C=1SC=C(N1)C 4'-{[1-(2,6-diethylphenyl)-6-hydroxy-2-(4-methyl-1,3-thiazol-2-yl)-4-oxo-1,4-dihydropyrimidin-5-yl]methyl}-2',4-difluoro-[1,1'-biphenyl]-2-carboxamide